diethylpropane-1,3-diamine C(C)C(CN)(CN)CC